NC1=NC=NC2=CC(=CC=C12)CNC([C@H](C)NC([C@@H](CCC1=CC=CC=C1)NC(OC(C)(C)C)=O)=O)=O tert-butyl ((R)-1-(((S)-1-(((4-aminoquinazolin-7-yl)methyl)amino)-1-oxopropan-2-yl)amino)-1-oxo-4-phenylbutan-2-yl)carbamate